C(=O)(OC)N1CCNCC1 1-(carbmethoxy)piperazine